(4-Difluoromethylpiperidin-2-yl)benzo[d]thiazole FC(C1CC(NCC1)C=1SC2=C(N1)C=CC=C2)F